5-(8-fluoro-2-methylimidazo[1,2-a]pyridin-6-yl)-2-[3-(4-methylpiperazin-1-yl)-1,2,4-triazin-6-yl]pyridin-3-ol hydrochloride Cl.FC=1C=2N(C=C(C1)C=1C=C(C(=NC1)C1=CN=C(N=N1)N1CCN(CC1)C)O)C=C(N2)C